CN([C@@H]1C(C[C@H](CC1)NC1=NC=2N(C(C(=NC2C=N1)C=1C=CC(=NC1C)NS(=O)(=O)CCC(F)(F)F)=O)C(C)C)F)C N-(5-(2-(((1S,4S)-4-(dimethylamino)-3-fluorocyclohexyl)amino)-8-isopropyl-7-oxo-7,8-dihydropteridin-6-yl)-6-methylpyridin-2-yl)-3,3,3-trifluoropropane-1-sulfonamide